N1C=NC2=C1C=C(C=C2)NC2=NC1=C(C=CC=C1C=N2)O[C@@H]2CC[C@@H](CC2)O[Si](C)(C)C(C)(C)C N-(1H-benzo[d]imidazol-6-yl)-8-({cis-4-[(tert-butyldimethylsilyl)oxy]cyclohexyl}oxy)quinazoline-2-amine